BrC1=C(N(C(=C1)C(C(F)(F)F)(C(F)(F)F)F)C)N1N=CC(=C1)C=1C=CC(=C(C(=O)N(CC)C2CC2)C1)Cl 5-[1-[3-bromo-1-methyl-5-[1,2,2,2-tetrafluoro-1-(trifluoromethyl)ethyl]pyrrol-2-yl]pyrazol-4-yl]-2-chloro-N-cyclopropyl-N-ethyl-benzamide